C(C)OC(CCC(=O)C1=NC(=CC(=C1O)C#N)CC1=C(C(=CC=C1F)Cl)F)=O 4-[6-(3-Chloro-2,6-difluoro-benzyl)-4-cyano-3-hydroxy-pyridin-2-yl]-4-oxo-butyric acid ethyl ester